1-ethyl-3-(4-fluorophenyl)-N-(3-fluoro-4-((5,6-dimethylpyrazolo[1,5-a]pyrimidin-7-yl)oxy)phenyl)-2,4-dioxo-1,2,3,4-tetrahydropyrimidine-5-carboxamide C(C)N1C(N(C(C(=C1)C(=O)NC1=CC(=C(C=C1)OC1=C(C(=NC=2N1N=CC2)C)C)F)=O)C2=CC=C(C=C2)F)=O